4-(7-methyl-1H-pyrrolo[3,2-c]pyridin-4-yl)benzoic acid CC=1C2=C(C(=NC1)C1=CC=C(C(=O)O)C=C1)C=CN2